2,6-difluorobenzidine FC1=C(C(=CC(=C1)N)F)C1=CC=C(N)C=C1